FC1=CC=C(C=C1)C1(C(C=CC=C1)NC)N 1-(4-fluorophenyl)-N2-methylbenzene-1,2-diamine